zinc(II) 2-isopropyl-5-methylphenolate C(C)(C)C1=C(C=C(C=C1)C)[O-].[Zn+2].C(C)(C)C1=C(C=C(C=C1)C)[O-]